2-(difluoromethyl)-5-[5-[[4-(1H-pyrrolo[2,3-b]pyridin-5-yl)triazol-1-yl]methyl]thiophen-2-yl]-1,3,4-oxadiazole FC(C=1OC(=NN1)C=1SC(=CC1)CN1N=NC(=C1)C=1C=C2C(=NC1)NC=C2)F